1,2-dinitrobenzene [N+](=O)([O-])C1=C(C=CC=C1)[N+](=O)[O-]